Cl.C(=CC)N propenyl-amine hydrochloride